Cl.FC=1C(=C2C(=NC1C)CNC2)C 3-fluoro-2,4-dimethyl-6,7-dihydro-5H-pyrrolo[3,4-b]pyridine hydrochloride